tert-butyl-2'-(3-(methoxycarbonyl)-5-methylphenyl)-3,6-dihydro-[4,4'-bipyridine] C(C)(C)(C)C1=NCC=C(C1)C1=CC(=NC=C1)C1=CC(=CC(=C1)C)C(=O)OC